FC1=C(C=C(C=C1)C1=NN2C(=NC=3C=CC=CC3C2=N1)NC=1C(N=CC=CC1)=O)C (3R)-3-{[2-(4-fluoro-3-methylphenyl)[1,2,4]triazolo[1,5-c]quinazolin-5-yl]amino}azepin-2-one